C(CCCCCCCCCCCCCCCCC)OC(CSCC1=CC(=C(C(=C1)C)O)C)=O octadecyl-4-hydroxy-3,5-dimethylbenzylmercaptoacetate